NC1=C(C=C(C=N1)C#CCNC(=O)NCCCN1CCOCC1)OC(C)C1=C(C(=CC=C1Cl)F)Cl 1-(3-{6-amino-5-[1-(2,6-dichloro-3-fluoro-phenyl)-ethoxy]-pyridin-3-yl}-prop-2-ynyl)-3-(3-morpholin-4-yl-propyl)-urea